3-(2-cyclopropyl-1H-imidazol-1-yl)bicyclo[1.1.1]pentane-1-carboxylic acid methyl ester COC(=O)C12CC(C1)(C2)N2C(=NC=C2)C2CC2